[(4-bromo-3-chloro-5-fluoro-benzoyl)amino] 2,2-dimethylpropanoate CC(C(=O)ONC(C1=CC(=C(C(=C1)F)Br)Cl)=O)(C)C